NC1=NN2C(C=C(C=C2)C=2C(=C(OCCC(C(CC(C)C)O)(F)F)C=CC2)F)=N1 1-(3-(2-amino-[1,2,4]triazolo[1,5-a]pyridin-7-yl)-2-fluorophenoxy)-3,3-difluoro-6-methylheptan-4-ol